CC(C(=O)O)CC(=O)O.C(C)OC(C(COS(=O)(=O)ON1[C@@H]2CC[C@H](N(C1=O)C2)C(=O)N)(C)C)=O ((2S,5R)-6-(((3-ethoxy-2,2-dimethyl-3-oxopropoxy)sulfonyl)oxy)-7-oxo-1,6-diazabicyclo[3.2.1]octane-2-carboxamide) methyl-succinate